2-((dimethylamino)methylene)-4,4-dichloro-3-carbonyl-butyronitrile CN(C)C=C(C#N)C(C(Cl)Cl)=C=O